ClCCCCCOC1=CC=CC(=N1)NC=1C=C2C(=CN=C(C2=CN1)NC)C=1OC2=C(N1)C=C(C=C2)O 2-(6-((6-((5-chloropentyl)oxy)pyridin-2-yl)amino)-1-(methylamino)-2,7-naphthyridin-4-yl)benzo[d]oxazol-5-ol